OC1=CC=C(C=C1C=O)C1=CC(=CC(=C1)C1=CC=C(C(=C1)C=O)O)C1=CC=C(C(=C1)C=O)O 2,4,6-tris(4'-hydroxy-5'-formylphenyl)benzene